FC=1C=C(CNC=2C=C3C(=NNC3=CC2)\C=C\C2=NC=CC=C2)C=C(C1)F (E)-N-(3,5-difluorobenzyl)-3-(2-(pyridin-2-yl)vinyl)-1H-indazol-5-amine